Ammonium Persulphate S(=O)(=O)([O-])OOS(=O)(=O)[O-].[NH4+].[NH4+]